C[C@H]1N(CCC1)CCCOC1=CC=C(OC2CCNCC2)C=C1 4-(4-{3-[(2R)-2-methyl-pyrrolidin-1-yl]-propoxy}-phenoxy)-piperidin